dimethylamino-7,8-dihydroxyflavone CN(C)C1=C(OC2=C(C(=CC=C2C1=O)O)O)C1=CC=CC=C1